(R)-7-methoxy-2-methyl-N-(1-(2-methyl-3-(trifluoromethyl)phenyl)ethyl)-6-(1,2,3,6-tetrahydropyridin-4-yl)pyrido[2,3-d]pyrimidin-4-amine COC=1C(=CC2=C(N=C(N=C2N[C@H](C)C2=C(C(=CC=C2)C(F)(F)F)C)C)N1)C=1CCNCC1